COCC1=NC(=NC=C1)OCC1=C(N=NN1C)C1=CC=C(C(=N1)C)O[C@H]1C[C@@H]2CC[C@@H]([C@@H]2C1)C(=O)O (1S,3aS,5S,6aR)-5-((6-(5-(((4-(methoxymethyl)pyrimidin-2-yl)oxy)methyl)-1-methyl-1H-1,2,3-triazol-4-yl)-2-methylpyridin-3-yl)oxy)octahydropentalene-1-carboxylic acid